N-(3-Cyano-5-(3-fluorobenzyl)-6-methyl-4,5,6,7-tetrahydrothieno[3,2-c]pyridin-2-yl)-2-(3-(2-methoxyethoxy)-4-sulfamoylphenyl)acetamid C(#N)C1=C(SC2=C1CN(C(C2)C)CC2=CC(=CC=C2)F)NC(CC2=CC(=C(C=C2)S(N)(=O)=O)OCCOC)=O